azabicyclo[2.1.1]hexan N12CCC(C1)C2